N-(5-((5-((1-acetylazetidin-3-yl)oxy)pyridin-2-yl)ethynyl)-8-(methylamino)-2,7-naphthyridin-3-yl)-1-fluorocyclopropane-1-carboxamide C(C)(=O)N1CC(C1)OC=1C=CC(=NC1)C#CC1=C2C=C(N=CC2=C(N=C1)NC)NC(=O)C1(CC1)F